2-methyl-2-thiopseudourea CSC(N)=N